4-bromo-2-(2-((tert-butyldiphenylsilyl)oxy)ethyl)-1H-benzo[d]Imidazole BrC1=CC=CC=2NC(=NC21)CCO[Si](C2=CC=CC=C2)(C2=CC=CC=C2)C(C)(C)C